NC1(CCOCC1)C(=O)OC methyl 4-aminotetrahydropyran-4-carboxylate